C(CN1C(=NC2=C1C=CC(=C2)C(N)=O)C2=C(C=CC=C2)CC(=O)O)N2C(=NC1=C2C=CC(=C1)C(N)=O)C1=C(C=CC=C1)CC(=O)O 2,2'-((Ethane-1,2-diylbis(5-carbamoyl-1H-benzo[d]imidazole-1,2-diyl))bis(2,1-phenylene))diacetic acid